4-(2-chloro-4-methyl-6-nitrophenyl)morpholine ClC1=C(C(=CC(=C1)C)[N+](=O)[O-])N1CCOCC1